Caproic acid (3Z)-3-hexen-1-yl ester C(C\C=C/CC)OC(CCCCC)=O